NC=1C(=CC(=C(C1)NS(=O)(=O)C=1C=CC=C2C=CN=CC12)OC)F N-(5-amino-4-fluoro-2-methoxyphenyl)isoquinoline-8-sulfonamide